tert-butyl ((3R,6S)-6-(((5-chloro-1H-indol-2-yl)methyl)carbamoyl)tetrahydro-2H-pyran-3-yl)carbamate ClC=1C=C2C=C(NC2=CC1)CNC(=O)[C@@H]1CC[C@H](CO1)NC(OC(C)(C)C)=O